NC1=NN(C2=C(C=C(C(=C12)OC1=C(C=CC(=C1)F)Cl)NC(C1=CC(=CC(=C1)C(F)(F)F)F)=O)C1=CC=C(C=C1)C(N)=O)C N-(3-Amino-7-(4-carbamoylphenyl)-4-(2-chloro-5-fluorophenoxy)-1-methyl-1H-indazol-5-yl)-3-fluoro-5-(trifluoromethyl)benzamide